C(C)(C)(C)OC(=O)N1CCC(CC1)N1C=C(C2=C1N=CN=C2Cl)I.IC2=CN(C=1N=CN=C(C12)N)C1CCNCC1 5-Iodo-7-(piperidin-4-yl)-7H-pyrrolo[2,3-d]pyrimidin-4-amine tert-butyl-4-(4-chloro-5-iodo-7H-pyrrolo[2,3-d]pyrimidin-7-yl)piperidine-1-carboxylate